5-amino-1-(4-vinylbenzyl)-1H-tetrazole NC1=NN=NN1CC1=CC=C(C=C1)C=C